C(#N)C1=CC(=C(COC2=CC=CC(=N2)C2CCN(CC2)CC2=NC3=C(N2C[C@H]2OCC2)C=C(C=C3)S(=O)(=O)NC(NCC)=O)C=C1)F (S)-2-((4-(6-((4-cyano-2-fluorobenzyl)oxy)pyridin-2-yl)piperidin-1-yl)methyl)-N-(ethylcarbamoyl)-1-(oxetan-2-ylmethyl)-1H-benzo[d]imidazole-6-sulfonamide